(±)-5-(methylamino)-2-phenyl-4-[3-(trifluoromethyl)phenyl]-3(2H)-furanone CNC1=C(C([C@H](O1)C1=CC=CC=C1)=O)C1=CC(=CC=C1)C(F)(F)F |r|